di(α-naphthyl) isophthalate C(C1=CC(C(=O)OC2=CC=CC3=CC=CC=C23)=CC=C1)(=O)OC1=CC=CC2=CC=CC=C12